dimethyldiisopropylnonane CC(CCCC(CCCC)(C(C)C)C(C)C)C